N-(3,5-dimethylphenyl)-2-(1H-imidazol-1-yl)-N-methylisonicotinamide CC=1C=C(C=C(C1)C)N(C(C1=CC(=NC=C1)N1C=NC=C1)=O)C